N-(2,6-dimethyl-4-(7-(2,2,2-trifluoroethoxy)-1,3,4,5-tetrahydro-2H-benzo[c]azepine-2-yl)phenyl)-3,3-dimethylbutyramide CC1=C(C(=CC(=C1)N1CC2=C(CCC1)C=C(C=C2)OCC(F)(F)F)C)NC(CC(C)(C)C)=O